7-(3-methoxybenzenesulfonyl)-N-(4-morpholinophenyl)-2-amino-7H-pyrrolo[2,3-d]pyrimidine COC=1C=C(C=CC1)S(=O)(=O)N1C=CC2=C1N(C(N=C2)N)C2=CC=C(C=C2)N2CCOCC2